CC1=C(C=CC=C1C)N1CCN(CC1)CC(=O)NC=1C(=NC=CC1)OC 2-(4-(2,3-dimethylphenyl)piperazin-1-yl)-N-(2-methoxypyridin-3-yl)acetamide